C(=O)C1=C(C=NC(=C1O)C)COC1=C(OP(=O)=N[C@H](C(=O)O)C)C=CC=C1 (2S)-2-(((4-formyl-5-hydroxy-6-methylpyridin-3-yl)methoxy)(phenoxy)phosphorylamino)propionic acid